C(CC)(=O)C=1N=C(SC1)C(C1=CN(C2=CC=CC=C12)C(=O)OC(C)(C)C)O[Si](C)(C)C tert-Butyl 3-((4-propionylthiazol-2-yl)(trimethylsilyloxy)methyl)-1H-indole-1-carboxylate